[3-[4-[4-[[5-(2,3-difluoro-4-methoxy-phenyl)-1-methyl-imidazole-2-carbonyl]amino]-2-methyl-benzoyl]piperazin-1-yl]-3-oxo-propyl]-trimethyl-ammonium FC1=C(C=CC(=C1F)OC)C1=CN=C(N1C)C(=O)NC1=CC(=C(C(=O)N2CCN(CC2)C(CC[N+](C)(C)C)=O)C=C1)C